ClC=1CN(C(=CC1OC([2H])([2H])C1=NC=C(C=C1F)F)C)C1=CC(=NC=C1C)N1C(C(=NC=C1)C(C)(C)O)=O 3-chloro-4-((3,5-difluoropyridin-2-yl)methoxy-d2)-2'-(3-(2-hydroxypropan-2-yl)-2-oxopyrazin-1(2H)-yl)-5',6-dimethyl-2H-[1,4'-bipyridine]